N-(cyclohexylmethyl)-5-(5-methoxypyridin-3-yl)-3-methyl-N-(3-(methylamino)-3-oxopropyl)benzo[b]thiophene-2-carboxamide C1(CCCCC1)CN(C(=O)C1=C(C2=C(S1)C=CC(=C2)C=2C=NC=C(C2)OC)C)CCC(=O)NC